tert-Butyl ((2R)-1-(3-azabicyclo[3.1.0]hexan-3-yl)propan-2-yl)carbamate C12CN(CC2C1)C[C@@H](C)NC(OC(C)(C)C)=O